1-oxo-1,2,3,4-tetrahydroisoquinolin-4-yl-carboxylic acid O=C1NCC(C2=CC=CC=C12)C(=O)O